1-(benzylamino)-3-methyl-1-oxobutan-2-yl 4-isocyanobenzoate [N+](#[C-])C1=CC=C(C(=O)OC(C(=O)NCC2=CC=CC=C2)C(C)C)C=C1